4-cyclooctyl 1-(1-(1-trityl-1H-tetrazol-5-yl)ethyl) 2-methylenesuccinate C=C(C(=O)OC(C)C1=NN=NN1C(C1=CC=CC=C1)(C1=CC=CC=C1)C1=CC=CC=C1)CC(=O)OC1CCCCCCC1